methyl (S)-2-(((benzyloxy)carbonyl) amino)-3-(6-chloro-1H-indol-3-yl)propanoate C(C1=CC=CC=C1)OC(=O)N[C@H](C(=O)OC)CC1=CNC2=CC(=CC=C12)Cl